(S)-3-((S)-sec-butyl)-6-fluoro-4-(3-hydroxyazetidine-1-carbonyl)-1,3,4,5-tetrahydro-2H-pyrido[3,4-e][1,4]diazepin-2-one [C@H](C)(CC)[C@@H]1N(CC2=C(NC1=O)C=NC=C2F)C(=O)N2CC(C2)O